C1(CC1)N(C(CC1=CC=CC(=N1)NC=1SC(=CN1)C(=O)NC1=C(C(=CC=C1C)O)C)=O)C1CC1 2-((6-(2-(Dicyclopropylamino)-2-oxoethyl)pyridin-2-yl)amino)-N-(3-hydroxy-2,6-dimethylphenyl)thiazole-5-carboxamide